8-hydroxy-5-(4-(trifluoromethyl)phenyl)-6,6a,7,8,9,10-hexahydro-5H-pyrido[1,2-a]quinoxaline-8-carboxylic acid OC1(CC2N(C=3C=CC=CC3N(C2)C2=CC=C(C=C2)C(F)(F)F)CC1)C(=O)O